C1(=CC=CC=C1)NC(OCC=1C=C2C(N(CC2=CC1)C1C(NC(CC1)=O)=O)=O)=O (2-(2,6-dioxopiperidin-3-yl)-3-oxoisoindolin-5-yl)methyl phenylcarbamate